C(C)C1=C(C(=C(C(=C1)CC)CN=C=O)CC)CN=C=O 1,3,5-triethyl-2,4-bis-(isocyanatomethyl)benzene